N[C@@H]1CN(CCC1)C1=C(C=NC(=C1)NC1=NC(=NC=C1)C1=C(C=CC=C1OC)F)C=1C=NC(=CC1)N1CCNCC1 (S)-4-(3-aminopiperidin-1-yl)-N-(2-(2-fluoro-6-methoxyphenyl)pyrimidin-4-yl)-6'-(piperazin-1-yl)-[3,3'-bipyridin]-6-amine